CO[Si](C=C(C)C)(OC)OC 1-(trimethoxysilyl)-2-methyl-propene